CC(C)CCC[C@@H](C)[C@H]1CC[C@H]2[C@@H]3CC=C4C[C@H](CC[C@]4(C)[C@H]3CC[C@]12C)OC(CCCBr)=O (3β)-cholest-5-en-3-yl-4-bromobutyrate